3-(5-methyl-2-pyridinyl)-5-(trifluoromethyl)-1,2,4-oxadiazole CC=1C=CC(=NC1)C1=NOC(=N1)C(F)(F)F